ClC=1C(=CC(=C(C1)S(=NC(C1=CC(=CC=C1)F)=O)(=O)CC)C)N=CN(C)CC N-((5-Chloro-4-(((ethyl(methyl)amino)methylen)amino)-2-methylphenyl)(ethyl)(oxo)-λ6-sulfaneyliden)-3-fluorobenzamid